C(C)S(=O)(=O)C=1C=C(C=CC1)C1(NC(=NC(=N1)NC(C)C)C1=CC=CC=C1)N 2-(3-(ethylsulfonyl)phenyl)-N4-isopropyl-6-phenyl-1,3,5-triazine-2,4-diamine